8-azabicyclo[3.2.1]oct-2-ene C12C=CCC(CC1)N2